FC(C=1C(=C(C=CC1F)[C@@H]1[C@H](O[C@@]([C@@H]1C)(C(F)(F)F)C)C(=O)NC=1C=NC(=CC1)CO)OC)F (2S,3R,4R,5S)-3-(3-(difluoromethyl)-4-fluoro-2-methoxyphenyl)-N-(6-(hydroxymethyl)pyridin-3-yl)-4,5-dimethyl-5-(trifluoromethyl)tetrahydrofuran-2-carboxamide